2-(methylamino)pyrido[2,3-d]pyrimidine CNC=1N=CC2=C(N1)N=CC=C2